2-(o-nitrophenoxy)propanamide [N+](=O)([O-])C1=C(OC(C(=O)N)C)C=CC=C1